ClC1=CC=C(C=C1)[C@H](C(F)(F)F)NC(=O)C=1C=C2CN(C(C2=CC1)=O)C1C(NC(CC1)=O)=O N-((R)-1-(4-chlorophenyl)-2,2,2-trifluoroethyl)-2-(2,6-dioxopiperidin-3-yl)-1-oxoisoindoline-5-carboxamide